C(CCC)S(=O)C1=C(C=2C(=NC(=CC2C2=CC=NC=C2)C=2C=NC=CC2)S1)N 2-(butylsulfinyl)-6-(pyridin-3-yl)-4-(pyridin-4-yl)thieno[2,3-b]pyridin-3-amine